COC(CCCCCCCC=CC=CCCCC)OC 1,1-dimethoxy-9,11-hexadecadiene